(1-(3,4-Dichlorobenzyl)-1H-pyrrolo[2,3-b]pyridin-2-yl)(3-fluoroazetidin-1-yl)methanone tert-butyl-4-(6-(cyclopropylcarbamoyl)-4-fluoropyridin-3-yl)piperazine-1-carboxylate C(C)(C)(C)OC(=O)N1CCN(CC1)C=1C=NC(=CC1F)C(NC1CC1)=O.ClC=1C=C(CN2C(=CC=3C2=NC=CC3)C(=O)N3CC(C3)F)C=CC1Cl